ClC=1C=C(C=CC1Cl)C=1C=C2CCC(N(C2=CC1)CCN1CCCCC1)=O 6-(3,4-dichlorophenyl)-1-(2-(piperidin-1-yl)ethyl)-3,4-dihydro-quinolin-2(1H)-one